[3-(triethoxysilyl)propyl]amide C(C)O[Si](CCC[NH-])(OCC)OCC